4-methylimidazolidin-2-one CC1NC(NC1)=O